[Br-].[Br-].[Br-].[Br-].[Zn+2].[Zn+2] zinc tetrabromide